C1(CC1)ON(C(CC[C@@H](C)[C@H]1CC[C@H]2[C@@H]3CC=C4C[C@H](CC[C@@]4([C@H]3CC[C@]12C)C)O)=O)C (R)-N-cyclopropoxy-4-((3S,8S,9S,10R,13R,14S,17R)-3-hydroxy-10,13-dimethyl-2,3,4,7,8,9,10,11,12,13,14,15,16,17-tetradecahydro-1H-cyclopenta[a]phenanthren-17-yl)-N-methylpentanamide